dichloro(cycloocta-1,5-diene) palladium [Pd].ClC1=C(CCC=CCC1)Cl